(S)-N-((S)-1-(dibenzo[b,d]furan-2-yl)ethyl)-2-methylpropan-2-sulfinamide C1=C(C=CC=2OC3=C(C21)C=CC=C3)[C@H](C)N[S@@](=O)C(C)(C)C